5-allyloxy-2-hexyl-1,3-dioxane C(C=C)OC1COC(OC1)CCCCCC